NC1=NN(C=C1C=1C2=C(N=CN1)NC=C2)C2(CN(CCCC2)C2CCNCC2)CC#N 2-(3-(3-amino-4-(7H-pyrrolo[2,3-d]pyrimidin-4-yl)-1H-pyrazol-1-yl)-1-(piperidin-4-yl)azepan-3-yl)acetonitrile